ClC=1C(=C2C(=NC1)NC(=C2)CCNC(OC(C)(C)C)=O)C=2C=NN1N=CC=CC12 tert-butyl (2-(5-chloro-4-(pyrazolo[1,5-b]pyridazin-3-yl)-1H-pyrrolo[2,3-b]pyridin-2-yl)ethyl)carbamate